COC=1C=C2C=CN(C2=CC1)C1CC(C1)N(C)C (1s,3s)-3-(5-methoxy-1H-indol-1-yl)-N,N-dimethylcyclobutan-1-amine